(S)-5-amino-4-(5-(6-amino-5-cyano-4-(difluoromethyl)pyridin-2-yl)-1-oxoisoindol-2-yl)-5-oxopentanoic acid tert-butyl ester C(C)(C)(C)OC(CC[C@@H](C(=O)N)N1C(C2=CC=C(C=C2C1)C1=NC(=C(C(=C1)C(F)F)C#N)N)=O)=O